7-[7-(aminocarbonyl)-2H-indazol-2-yl]-1,2,3,4-tetrahydroisoquinolinium chloride [Cl-].NC(=O)C1=CC=CC2=CN(N=C12)C1=CC=C2CC[NH2+]CC2=C1